[N+](=O)([O-])C1=C(C=CC(=C1)[N+](=O)[O-])N1CC=CC=C1 N-(2,4-dinitrophenyl)-pyridine